2-(benzyloxy)ethyl 4-methylbenzenesulfonate CC1=CC=C(C=C1)S(=O)(=O)OCCOCC1=CC=CC=C1